ClC1=C(N=C2N(C1=O)C=C(N=C2C2=CC=C(C#N)C=C2)[C@H]2C[C@H](OCC2)C=2C=NN(C2)C2CC2)C 4-(3-chloro-7-((2S,4R)-2-(1-cyclopropyl-1H-pyrazol-4-yl)tetrahydro-2H-pyran-4-yl)-2-methyl-4-oxo-4H-pyrazino[1,2-a]pyrimidin-9-yl)benzonitrile